C1=C(C=CC2=CC=CC=C12)C1(CCOCC1)C(=O)N 4-(naphthalen-2-yl)tetrahydro-2H-pyran-4-carboxamide